FC(C1=NC(=NO1)C1=CC=C(CNC(C(=O)OCC)=O)C=C1)(F)F ethyl N-[4-(5-trifluoromethyl-[1,2,4]oxadiazol-3-yl)-benzyl]-oxamate